BrC1=CC(=NC=C1)NN 4-bromo-2-hydrazinylpyridine